C1(=CC=CC=C1)C1=NOC(=C1)C(=O)O[Li] lithio 3-phenylisoxazole-5-carboxylate